C(C)(=O)C1=CC(=C2C=C(C=CN12)OC)C(=O)NC1=C(C(=CC=C1)C=1OC(=CC1)C)F 3-acetyl-N-(2-fluoro-3-(5-methylfuran-2-yl)phenyl)-7-methoxyindolizine-1-carboxamide